8-chloro-6,11-dihydro-5H-benzo[5,6]cyclohepta[1,2-b]pyridine ClC=1C=CC2=C(CCC=3C(=NC=CC3)C2)C1